(2-((tert-Butyldimethylsilyl) oxy) ethyl)-5-oxo-2-(tetrahydro-2H-pyran-2-yl)-4,5-dihydro-2H-pyrazolo[4,3-b]pyridin-7-yl triflate O(S(=O)(=O)C(F)(F)F)C=1C=2C(NC(C1)=O)=C(N(N2)C2OCCCC2)CCO[Si](C)(C)C(C)(C)C